BrC=1C=C2C=NC(=NC2=CC1)NC1(CCC1)C1=NC=CC=C1F (6-bromoquinazolin-2-yl)[(3-fluoro(2-pyridyl))cyclobutyl]amine